C(CCC)N=CC1=C(C(=CC(=C1)Cl)C)O (butylimino)methyl-4-chloro-6-methylphenol